((S)-cyclobutyl(3-(1-methyl-1H-pyrazol-4-yl)pyridin-2-yl)methyl)-2-((S)-2,6-dioxopiperidin-3-yl)-1-oxoisoindoline-5-carboxamide C1(CCC1)[C@H](C1=NC=CC=C1C=1C=NN(C1)C)C1N(C(C2=CC=C(C=C12)C(=O)N)=O)[C@@H]1C(NC(CC1)=O)=O